BrC1=C(C=C(C=O)C=C1OC)OC 4-Bromo-3,5-dimethoxy-benzaldehyde